1-(2,6-bis(2-(methylthio)pyrimidin-5-yl)pyridin-4-yl)-1-oxo-5,8,11-trioxa-2-azatetradecane CSC1=NC=C(C=N1)C1=NC(=CC(=C1)C(NCCOCCOCCOCCC)=O)C=1C=NC(=NC1)SC